tert-butyl 3,6-diazabicyclo[3.1.1]heptane-6-carboxylate hydrochloride Cl.C12CNCC(N1C(=O)OC(C)(C)C)C2